4-(3,4-dibenzoyl-1H-pyrazol-1-yl)benzonitrile C(C1=CC=CC=C1)(=O)C1=NN(C=C1C(C1=CC=CC=C1)=O)C1=CC=C(C#N)C=C1